4-(1,3-dimethyl-7-morpholino-2-oxo-1,2-dihydroquinolin-5-yl)-1-methyl-7-(1-methyl-1H-pyrazol-4-yl)-1,2,3,4-tetrahydropyrido[3,4-b]pyrazin 6-oxide CN1C(C(=CC2=C(C=C(C=C12)N1CCOCC1)N1C2=C(N(CC1)C)C=C([N+](=C2)[O-])C=2C=NN(C2)C)C)=O